BrC1=C(C=C2C(=CN(C2=C1)C)C(=O)NC1=CNC2=CC=C(C=C12)F)F 6-bromo-5-fluoro-N-(5-fluoro-1H-indol-3-yl)-1-methyl-indole-3-carboxamide